BrC1=C2C=CC=CC2=C(C2=CC=CC=C12)C1=CC2=C(OC3=C2C=CC=C3)C=C1 2-(10-bromoanthracen-9-yl)dibenzofuran